ClC1=C(C=CC=C1)S(=O)(=O)N1CCN(CC1)C1=NN=C(S1)C1=CC(=C(C(=O)N(C)C)C=C1)F 4-(5-(4-(2-chlorophenylsulfonyl)piperazin-1-yl)-1,3,4-thiadiazol-2-yl)-2-fluoro-N,N-dimethylbenzamide